C(CCC=C)O Pent-4-en-1-yl alcohol